O=C1N(C(CC1)=O)C(C(=O)[O-])NC(CNC(=O)OCC1=CC=CC=C1)=O 2,5-Dioxopyrrolidin-1-Yl-2-(2-(((Benzyloxy)Carbonyl)Amino)Acetamido)Acetate